O[C@@H](CC)C[C@H](CC=C)[C@@H](C)S(N)(=O)=O (3S,5S)-3-hydroxy-5-((1R)-1-sulfamoylethyl)-7-octen